N-(5-chloro-4-((tetrahydrofuran-3-yl)oxy)pyrimidin-2-yl)-7-formyl-3,4-dihydro-1,8-naphthyridine-1(2H)-carboxamide ClC=1C(=NC(=NC1)NC(=O)N1CCCC2=CC=C(N=C12)C=O)OC1COCC1